4-(4-bromophenyl)-4-carbamoylpiperidine-1-carboxylic acid tert-butyl ester C(C)(C)(C)OC(=O)N1CCC(CC1)(C(N)=O)C1=CC=C(C=C1)Br